Cl.C(C)(C)(C)OC(=O)N1CC(CC(C1)NN)(F)F 3,3-difluoro-5-hydrazinopiperidine-1-carboxylic acid tert-butyl ester hydrochloride